2-[4-[2-[3-[6-[8-(1,3-benzothiazol-2-ylcarbamoyl)-3,4-dihydro-1H-isoquinolin-2-yl]-2-tert-butoxycarbonyl-3-pyridyl]-2-methyl-phenoxy]ethyl]piperazin-1-yl]acetic acid S1C(=NC2=C1C=CC=C2)NC(=O)C=2C=CC=C1CCN(CC21)C2=CC=C(C(=N2)C(=O)OC(C)(C)C)C=2C(=C(OCCN1CCN(CC1)CC(=O)O)C=CC2)C